1-(4-(6-chloro-2-((dimethylamino)methyl)-8-fluoro-7-(5-methyl-1H-indazol-4-yl)quinazolin-4-yl)piperazin-1-yl)prop-2-en-1-one ClC=1C=C2C(=NC(=NC2=C(C1C1=C2C=NNC2=CC=C1C)F)CN(C)C)N1CCN(CC1)C(C=C)=O